ClC1=CC2=C(NC(=N2)CNC2=NN(C3=NC(=CN=C32)C3CC3)C3CCN(CC3)C)C=C1F N-[(5-chloro-6-fluoro-1H-benzimidazol-2-yl)methyl]-6-cyclopropyl-1-(1-methylpiperidin-4-yl)-1H-pyrazolo[3,4-b]pyrazin-3-amine